FC1=C(C=CC=C1O)N1CC(C1)N1CCN(CC1)C(=O)OC(C)(C)C tert-butyl 4-[1-(2-fluoro-3-hydroxy-phenyl)azetidin-3-yl]piperazine-1-carboxylate